ethyl (E)-3-(6-methylpyridin-2-yl)-3-((2-oxopyrrolidin-1-yl) imino)propanoate CC1=CC=CC(=N1)/C(/CC(=O)OCC)=N/N1C(CCC1)=O